[Si](C)(C)(C(C)(C)C)OC(CCCCO)CCC (4-((tert-butyldimethylsilyl)oxy)hept-1-yl)methanol